benzyl 4-(isopropyl(ethoxycarbonyl)amino)-2-methyl-5-phenylpentanoate C(C)(C)N(C(CC(C(=O)OCC1=CC=CC=C1)C)CC1=CC=CC=C1)C(=O)OCC